(4-((4-(trifluoromethyl)piperidin-1-yl)methyl)piperidin-1-yl)methanone FC(C1CCN(CC1)CC1CCN(CC1)C=O)(F)F